FC(S(=O)(=O)OC=1C=NN2N=CC=CC21)(F)F Pyrazolo[1,5-b]Pyridazin-3-Yl Trifluoromethanesulfonate